CC1=C(C=CC(=C1)C)N(C(=O)N1CC(C1)N(C([O-])=O)C1CN(C1)C1=CC(=C(C(=C1)F)C1C(NC(CC1)=O)=O)F)C 1-((2,4-dimethylphenyl)(methyl)carbamoyl)azetidin-3-yl-(1-(4-(2,6-dioxopiperidin-3-yl)-3,5-difluorophenyl)azetidin-3-yl)carbamate